CN1CC(C1)(C)[C@@](O)(C=1C=NC=C(C1)CCC1CCOCC1)C1=CC=C(C=C1)C(C)C (R)-(1,3-dimethyl-azetidin-3-yl)-(4-isopropyl-phenyl)-{5-[2-(tetrahydro-pyran-4-yl)-ethyl]-pyridin-3-yl}-methanol